S-methyl-methanethiolate C[SH-]C